methyl 4,4-difluoro-2-(3-fluoro-4-nitro-pyrazol-1-yl)butanoate FC(CC(C(=O)OC)N1N=C(C(=C1)[N+](=O)[O-])F)F